5-(trifluoromethyl)thiazole-4-carboxylic acid FC(C1=C(N=CS1)C(=O)O)(F)F